FC(CCCNCC(O)C1=CC(=C(C=C1)O)CO)(CCOCCCCC1=CC=CC=C1)F 4-(2-{[4,4-difluoro-6-(4-phenylbutoxy)hexyl]Amino}-1-hydroxy-ethyl)-2-(hydroxymethyl)-phenol